N-(2-methoxy-4-(1-(4-fluorophenyl)cyclopentane-1-carboxamido)phenyl)-3-chlorobenzamide COC1=C(C=CC(=C1)NC(=O)C1(CCCC1)C1=CC=C(C=C1)F)NC(C1=CC(=CC=C1)Cl)=O